1-(5-((2,5-difluorobenzyl)oxy)-2,3-dihydro-1H-inden-1-yl)azetidine-3-carboxylic acid FC1=C(COC=2C=C3CCC(C3=CC2)N2CC(C2)C(=O)O)C=C(C=C1)F